C1(CCC1)OC1=C2CC[C@@H](N(C2=CC=C1C=1C=NN(C1)[C@@H]1C[C@H](NCC1)C)C(=O)OC)C methyl (S)-5-cyclobutoxy-2-methyl-6-(1-((2R,4S)-2-methylpiperidin-4-yl)-1H-pyrazol-4-yl)-3,4-dihydroquinoline-1(2H)-carboxylate